ClC=1C=C(C=CC1)N(C(=O)OCC1CCC(CC1)COCC(=O)O)C1=CC=CC=C1 2-(((1r,4r)-4-(((3-chloro-phenyl)(phenyl)carbamoyl-oxy)methyl)cyclohexyl)methoxy)acetic acid